FC1=CC(=C(C=C1)I)C(F)(F)F 4-fluoro-1-iodo-2-(trifluoromethyl)benzene